Cl.FC1=CC=C(C=C1)NC(=O)C1(CC1)C(=O)NC1=CC=C(C=C1)OC1=CC=NC2=CC(=C(C=C12)C(NC)=O)C=1C=NN(C1)C 1-N'-(4-fluorophenyl)-1-N-[4-[6-(methylcarbamoyl)-7-(1-methylpyrazol-4-yl)quinolin-4-yl]Oxyphenyl]Cyclopropane-1,1-dicarboxamide hydrochloride